5-(2-chloro-5-fluoropyrimidin-4-yl)-1H-pyrrole-3-carboxylic acid methyl ester COC(=O)C1=CNC(=C1)C1=NC(=NC=C1F)Cl